N[C@H](C(N[C@H](C(NCC(NCOCC(=O)OCC1=CC=CC=C1)=O)=O)C)=O)C(C)C benzyl (10S,13S)-13-amino-10,14-dimethyl-6,9,12-trioxo-3-oxa-5,8,11-triazapentadecanoate